Methylsilicon C[Si]